NC1=CC=C(OP2(=NP(=NP(=N2)(OC2=CC=C(C=C2)N)OC2=CC=C(C=C2)N)(OC2=CC=C(C=C2)N)OC2=CC=C(C=C2)N)OC2=CC=C(C=C2)N)C=C1 hexa(p-aminophenoxy)-cyclotriphosphazene